6,6-dimethyl-N'-((5-(2-methylpyridin-4-yl)-2,3-dihydro-1H-inden-4-yl)carbamoyl)-6,7-dihydro-5H-pyrazolo[5,1-b][1,3]oxazine-3-sulfonimidamide CC1(CN2C(OC1)=C(C=N2)S(=O)(N)=NC(NC2=C1CCCC1=CC=C2C2=CC(=NC=C2)C)=O)C